[Na+].NC1=CC=C(C2=CC=CC=C12)S(=O)(=O)[O-] 4-aminonaphthalene-1-sulfonic acid sodium salt